[(R)-1-(4-bromo-2,6-difluoro-phenyl)-pyrrolidin-3-yl]-acetic Acid Methyl Ester COC(C[C@@H]1CN(CC1)C1=C(C=C(C=C1F)Br)F)=O